CC(C(=O)O[C@@H](C=1C=NC=CC1)C=1C(=NOC1C1=C(C=C(C=C1)F)F)C1=C(C=C(C=C1)Cl)F)(CCCCCC)OC1=CC(=C(C=C1)C1=NC(=NC(=N1)C1=CC=C(C=C1)C1=CC=CC=C1)C1=CC=C(C=C1)C1=CC=CC=C1)O (S)-[3-(4-chloro-2-fluorophenyl)-5-(2,4-difluorophenyl)-1,2-oxazol-4-yl](pyridin-3-yl)methanol methyl-2-[4-[4,6-bis(4-phenylphenyl)-1,3,5-triazin-2-yl]-3-hydroxy-phenoxy]octanoate